6-cyano-N-(4-(4-hydroxybutyl)-5-oxo-4,5-dihydro-1,3,4-thiadiazol-2-yl)-2-(2-methoxyphenyl)nicotinamide C(#N)C1=NC(=C(C(=O)NC=2SC(N(N2)CCCCO)=O)C=C1)C1=C(C=CC=C1)OC